ClC=1C(=C(C#N)C=C(C1)C(C)(C)C1=CC=C(C=C1)OCC1=NC(=NC=C1)N1C[C@@H]2CNC[C@@H]2C1)OCCCl 3-chloro-2-(2-chloroethoxy)-5-(2-(4-((2-((3aR,6aS)-hexahydropyrrolo[3,4-c]pyrrol-2(1H)-yl)pyrimidin-4-yl)methoxy)phenyl)propan-2-yl)benzonitrile